ClC1=CC=C(C=C1)NC(=O)C1=C(SC2=C1CCCC2)NC(=O)C2CCCCC2 2-[[3-[(4-chlorophenyl)carbamoyl]-4,5,6,7-tetrahydrobenzothiophen-2-yl]carbamoyl]cyclohexane